5-methyl-2-(tributylstannyl)thiazole CC1=CN=C(S1)[Sn](CCCC)(CCCC)CCCC